N-(2-fluoro-4-(piperazin-1-yl)phenyl)-2-methylimidazo[1,2-a]pyrazine-6-carboxamide HCl Salt Cl.FC1=C(C=CC(=C1)N1CCNCC1)NC(=O)C=1N=CC=2N(C1)C=C(N2)C